1,1'-(((3-Chloropropyl)(methyl)silanediyl)bis(3,1-phenylene))bis(azetidine) ClCCC[Si](C=1C=C(C=CC1)N1CCC1)(C=1C=C(C=CC1)N1CCC1)C